CCCCC[C@@H](/C=C/[C@H]1C=CC(=O)[C@@H]1C/C=C\\CCCC(=O)O)O The molecule is a prostaglandins A. It has a role as a human metabolite. It is a conjugate acid of a prostaglandin A2(1-).